NC1=CC=C(C=C1)OP(=S)(OC1=CC=C(C=C1)N)OC1=CC=C(C=C1)N tris(4-aminophenyl)-thiophosphate